FC(C1=C(C(=O)N)C=CC=C1)(F)F 2-Trifluoromethylbenzamide